BrCCO[Si](C)(C)C(C)(C)C (2-Bromoethoxy)tert-butyldimethylsilane